N-(5-((6-((R)-3-(3-chloro-2-fluorophenyl)-isoxazolidine-2-yl)pyrimidine-4-yl)amino)-2-(4-((R)-3-(dimethylamino)-pyrrolidine-1-yl)piperidine-1-yl)-4-methoxyphenyl)acrylamide ClC=1C(=C(C=CC1)[C@@H]1N(OCC1)C1=CC(=NC=N1)NC=1C(=CC(=C(C1)NC(C=C)=O)N1CCC(CC1)N1C[C@@H](CC1)N(C)C)OC)F